C(C)(C)C1=CC=CC=N1 6-isopropylpyridin